N1=CC=NC(C2=C1C1=C(S2)C=CC=C1)=O [1]benzothieno[3,2-e][1,4]diazepin-5-one